2-((5S)-3-[2-(1-([3,5-bis(difluoromethyl)-1H-pyrazol-1-yl]acetyl)piperidin-4-yl)-1,3-thiazol-4-yl]-4,5-dihydro-1,2-oxazol-5-yl)-3-chlorophenyl methanesulfonate CS(=O)(=O)OC1=C(C(=CC=C1)Cl)[C@@H]1CC(=NO1)C=1N=C(SC1)C1CCN(CC1)C(CN1N=C(C=C1C(F)F)C(F)F)=O